C(C)OC(=O)C1=CN(C2=NC(=C(C=C2C1=O)F)Cl)C1=NC(=NS1)N1CCOCC1 7-chloro-6-fluoro-1-[3-(morpholin-4-yl)-1,2,4-thiadiazol-5-yl]-4-oxo-1,4-dihydro-1,8-naphthyridine-3-carboxylic acid ethyl ester